[Co+2].N[C@H]1CN(CC1)C(=O)C1=CC=2N(C=C1)C(=C(N2)C=2N(C1=CC=CC=C1C2C2=CC=CC=C2)CC)C (R)-(3-aminopyrrolidin-1-yl)(2-(1-ethyl-3-phenyl-1H-indol-2-yl)-3-methylimidazo[1,2-a]pyridin-7-yl)methanone cobalt(II)